C(#N)C1=C(C2=C(N(C(N(C2=O)C(C(=O)OC(C)(C)C)(C)C)=O)CC(OC2CCOCC2)C2=C(C=CC=C2)OC)S1)C Tert-butyl 2-(6-cyano-1-(2-(2-methoxyphenyl)-2-((tetrahydro-2H-pyran-4-yl) oxy) ethyl)-5-methyl-2,4-dioxo-1,2-dihydrothieno[2,3-d]pyrimidin-3(4H)-yl)-2-methylpropanoate